COC(=O)C=1C=C(C=C2C=NN(C12)CC1=NC=C(N=C1)C1=CC(=CC(=C1)OC)F)OC(F)F.C(#N)CC(=O)NC 2-cyano-N-methyl-acetamide methyl-5-(difluoromethoxy)-1-((5-(3-fluoro-5-methoxyphenyl)pyrazin-2-yl)methyl)-1H-indazole-7-carboxylate